(Z)-N'-(4-methoxyphenyl)phenylcarbazoyl chloride COC1=CC=C(C=C1)NN(C(=O)Cl)C1=CC=CC=C1